CO[C@@H](C(=O)NC=1SC(=NN1)N[C@H]1CN(CC1)C=1N=NC=CN1)C1=CC(=CC=C1)N1CC(C1)OC (2R)-2-methoxy-2-[3-(3-methoxyazetidin-1-yl)phenyl]-N-[5-[[(3R)-1-(1,2,4-triazin-3-yl)pyrrolidin-3-yl]amino]-1,3,4-thiadiazol-2-yl]acetamide